O=C1NC[C@@H](N1)C(=O)NCC1=CC=C(C=C1)NC1=CC=C(C=C1)N1CCC(CC1)C(F)(F)F (R)-2-oxo-N-(4-((4-(4-(trifluoromethyl)piperidin-1-yl)phenyl)amino)benzyl)imidazolidine-4-carboxamide